ClC1=CN=CC(=N1)N[C@H](C(=O)N1[C@@H]([C@H]2C([C@H]2C1)(C)C)C(=O)OC(C)(C)C)C(C)(C)C tert-butyl (1R,2S,5S)-3-[(2S)-2-[(6-chloropyrazin-2-yl)amino]-3,3-dimethyl-butanoyl]-6,6-dimethyl-3-azabicyclo[3.1.0]hexane-2-carboxylate